BrC=1C=C(C=CC1)NC1=CC=C(C=C1)C1=CC=CC=C1 N-(3-bromophenyl)-[1,1'-biphenyl]-4-amine